3-[4-[(1S,4S,5R)-5-[[1-(2-chloro-6-methylphenyl)-4-cyclopropyl-1H-pyrazol-5-yl]methoxy]-2-azabicyclo[2.2.1]heptan-2-yl]-3-fluorophenyl]propionic acid ethyl ester C(C)OC(CCC1=CC(=C(C=C1)N1[C@@H]2C[C@H]([C@H](C1)C2)OCC2=C(C=NN2C2=C(C=CC=C2C)Cl)C2CC2)F)=O